4-[5,5-Difluoro-2-(4-fluorophenyl)-6,7-dihydro-4H-pyrazolo[1,5-a]pyridin-3-yl]-5-fluoro-1H-pyrazolo[3,4-b]pyridine FC1(CC=2N(CC1)N=C(C2C2=C1C(=NC=C2F)NN=C1)C1=CC=C(C=C1)F)F